O=C1NC(CCC1N1C(C2=CC=CC(=C2C1)SCCCCC(=O)O)=O)=O 5-((2-(2,6-dioxopiperidine-3-yl)-1-oxoisoindoline-4-yl)thio)pentanoic acid